C(C=CC1=CC=CC=C1)[Pd] (cinnamyl)palladium